F[C@H]1CC2(CC(CN2C1)F)C(=O)OC Methyl (2S)-2,6-difluorotetrahydro-1H-pyrrolizine-7a(5H)-carboxylate